2-Oxo-[2-(trimethylsilyl)ethoxymethyl]spiro[indoline-3,4'-tetrahydropyran]-6-carboxylic acid O=C1NC2=CC(=CC=C2C12CC(OCC2)COCC[Si](C)(C)C)C(=O)O